C(C)(C)(C)OC(=O)N1C[C@H](OCC(C1)S(=O)C)C(=O)O (2S)-4-[(tert-butoxy)carbonyl]-6-methanesulfinyl-1,4-oxazepane-2-carboxylic acid